(S)-quinuclidin-3-yl ((R)-5-(4-chloro-3-isopropoxyphenyl)-2,2-dimethyl-2,3-dihydro-1H-inden-1-yl)carbamate ClC1=C(C=C(C=C1)C=1C=C2CC([C@H](C2=CC1)NC(O[C@@H]1CN2CCC1CC2)=O)(C)C)OC(C)C